ClC1=C(C=C(C=C1)C1=NC=NC2=CC(=CC=C12)N1CCOCC1)C(O)C=1C2=C(N=CN1)C=CS2 [2-Chloro-5-(7-morpholin-4-yl-quinazolin-4-yl)-phenyl]thieno[3,2-d]-pyrimidin-4-ylmethanol